OC1=C(C=CC=C1C#N)B 2-hydroxy-3-cyanophenylborane